NCC(C(F)F)C1=CC=C(C=C1)C1=C(C=C(C#N)C=C1)OC1=CN=NC(=C1)N1CCOCC1 4-[4-(3-amino-1,1-difluoropropan-2-yl)phenyl]-3-(6-morpholin-4-ylpyridazin-4-yl)oxybenzonitrile